N1=CC(=CC=C1)C1(CC1)N1N=NC(=C1)C(=O)N (1-(pyridin-3-yl)cyclopropyl)-1H-1,2,3-triazole-4-carboxamide